4-(cyclopropylamino)-3,4-dioxo-1-((S)-2-oxopyrrolidin-3-yl)butan C1(CC1)NC(C(CC[C@@H]1C(NCC1)=O)=O)=O